2-bromo-N-(2-chlorobenzyl)acetamide C1=CC=C(C(=C1)CNC(=O)CBr)Cl